copper 3-amino-4-(4,5-diamino-1,2,4-triazol-3-yl)-furazan nitrate [N+](=O)([O-])[O-].NC1=NON=C1C1=NN=C(N1N)N.[Cu+2].[N+](=O)([O-])[O-]